methyl 6-[1-(cyclopropylmethyl)-4-(trifluoromethyl)imidazol-2-yl]-5-fluoro-pyridine-3-carboxylate C1(CC1)CN1C(=NC(=C1)C(F)(F)F)C1=C(C=C(C=N1)C(=O)OC)F